NCC1=NC=CC=N1 2-(aminomethyl)pyrimidine